C(N)(=O)C=1C(=NC(=NC1)N1CCN(CCC1)C(=O)OC(C)(C)C)NC1=C(C(=CC=C1)C1=NC=C(C=N1)F)OC tert-butyl 4-(5-carbamoyl-4-((3-(5-fluoropyrimidin-2-yl)-2-methoxyphenyl)amino)pyrimidin-2-yl)-1,4-diazepane-1-carboxylate